NC1=CC2=CN(N=C2C(=C1C(C1=C(C=CC(=C1)F)Cl)=O)C#N)CC 5-amino-6-(2-chloro-5-fluorobenzoyl)-2-ethyl-2H-indazole-7-carbonitrile